N-(4-morpholinophenyl)-4-(piperidin-4-ylmethoxy)pyrimidin-2-amine O1CCN(CC1)C1=CC=C(C=C1)NC1=NC=CC(=N1)OCC1CCNCC1